ClC1=CC=C(C=N1)C1=NOC(=C1CN1N=CC(=CC1=O)N1[C@H]([C@H](C1)OC)C)C |o1:21,22| 2-((3-(6-chloropyridin-3-yl)-5-methylisoxazol-4-yl)methyl)-5-((2S,3S) or (2R,3R)-3-methoxy-2-methylazetidin-1-yl)pyridazin-3(2H)-one